FC=1C(NC(=NC1)C1=NN(C(=N1)C1=NOC=C1)CC1=C(C=CC=C1)F)=O 5-fluoro-2-(1-(2-fluorobenzyl)-5-(isoxazol-3-yl)-1H-1,2,4-triazol-3-yl)-pyrimidin-4(3H)-one